4-(((1-methylpiperidin-4-yl)oxy)methyl)benzonitrile CN1CCC(CC1)OCC1=CC=C(C#N)C=C1